(S)-2,2'-dihydroxy-[1,1'-binaphthyl]-3,3'-dicarboxaldehyde OC1=C(C2=CC=CC=C2C=C1C=O)C1=C(C(=CC2=CC=CC=C12)C=O)O